(bromomethyl) phenylacetate C1(=CC=CC=C1)CC(=O)OCBr